7-(2-cyclopropylphenyl)-8-fluoro-2-(((2R,7aS)-2-fluorohexahydro-1H-pyrrolizin-7a-yl)methoxy)pyrido[4,3-d]pyrimidine C1(CC1)C1=C(C=CC=C1)C1=C(C=2N=C(N=CC2C=N1)OC[C@]12CCCN2C[C@@H](C1)F)F